FC(C1=CC=C(N=N1)CN(C(OC(C)(C)C)=O)[C@H](C)C1=NC=CC=N1)F tert-butyl (R)-((6-(difluoromethyl)pyridazin-3-yl)methyl)(1-(pyrimidin-2-yl)ethyl)carbamate